C(CCCCCCCCCCCCCCCCCCCCCCCCCCC)(=O)N montanic acid amide